1-[2,6-difluoro-4-[2-[3-(fluoromethyl)azetidin-1-yl]ethoxy]phenyl]-2-(2-fluoro-2-methyl-propyl)-1,3,4,9-tetrahydropyrido[3,4-b]indole FC1=C(C(=CC(=C1)OCCN1CC(C1)CF)F)C1N(CCC2=C1NC1=CC=CC=C21)CC(C)(C)F